CC1=C(SC=C1)C1=CC(OC2=CC(=CC=C12)O[C@@H](C(=O)N1CCCCC1)C)=O (3S)-1-[(2R)-2-[4-(3-Methyl-2-thienyl)-2-oxo-chromen-7-yl]oxypropanoyl]piperidin